(2S,4R)-4-(2-((3-bromo-5-nitropyridin-2-yl)oxy)ethyl)-2-methylpiperidine-1-carboxylic acid tert-butyl ester C(C)(C)(C)OC(=O)N1[C@H](C[C@@H](CC1)CCOC1=NC=C(C=C1Br)[N+](=O)[O-])C